6-(4-Bromofurfurylamino)-9-β-D-arabinofuranosylpurin BrC=1C=C(CNC2=C3N=CN(C3=NC=N2)[C@H]2[C@@H](O)[C@H](O)[C@H](O2)CO)OC1